5-[5-methyl-3-[[(3R)-1-(3-methylsulfonylpropyl)-3-piperidyl]amino]-1,2,4-triazin-6-yl]-2,3-dihydrobenzofuran-4-ol CC=1N=C(N=NC1C1=CC=C2C(CCO2)=C1O)N[C@H]1CN(CCC1)CCCS(=O)(=O)C